C(C)(C)(C)C1=CC=C(C=C1)C1=NC(=C2C(=N1)N(N=C2)C)NC(=O)C=2SC(=CC2)[N+](=O)[O-] N-(6-(4-(tert-butyl)phenyl)-1-methyl-1H-pyrazolo[3,4-d]pyrimidin-4-yl)-5-nitrothiophene-2-carboxamide